6-methyl-1H-benzo[d]imidazole-1-carboxylic acid tert-butyl ester C(C)(C)(C)OC(=O)N1C=NC2=C1C=C(C=C2)C